6-{2-[3,5-bis(trifluoromethyl)phenyl]ethyl}-4-hydroxy-2,3-dihydropyridazin-3-one FC(C=1C=C(C=C(C1)C(F)(F)F)CCC=1C=C(C(NN1)=O)O)(F)F